(E)-nerolidol OC(C)(C=C)CC\C=C(/C)\CCC=C(C)C